azaphthalide C1(=O)ONC2=CC=CC=C12